C(C)C1=C(C=CC(=C1)N1CCN(CC1)CCO)NC1=NC=C(C(=N1)C1=CC2=C(C(N(CCS2(=O)=O)C2COC2)=O)S1)C(F)(F)F 7-(2-((2-ethyl-4-(4-(2-hydroxyethyl)piperazin-1-yl)phenyl)amino)-5-(trifluoromethyl)pyrimidin-4-yl)-4-(oxetan-3-yl)-3,4-dihydrothieno[2,3-f][1,4]thiazepin-5(2H)-one 1,1-dioxide